1-(1,2,4-triazol-1-ylmethyl)cyclopentanol tert-butyl-3-oxocyclobutane-1-carboxylate C(C)(C)(C)C1(CC(C1)=O)C(=O)OC1(CCCC1)CN1N=CN=C1